(R)-2,4-dimethyl-1-(4-(4,4,5,5-tetramethyl-1,3,2-dioxaborolan-2-yl)phenyl)piperazine C[C@H]1N(CCN(C1)C)C1=CC=C(C=C1)B1OC(C(O1)(C)C)(C)C